N1=CC(=CC=C1)CNC(=O)[C@@H]1CC12CCN(CC2)C(=O)OC(C(F)(F)F)C(F)(F)F |r| 1,1,1,3,3,3-hexafluoro-propan-2-yl (±)-1-((pyridin-3-ylmethyl)-carbamoyl)-6-azaspiro[2.5]-octane-6-carboxylate